C(C1=CC=CC=C1)OC=1C=CC2=C(C(=C(O2)C)C(=O)N[C@@H]2C[C@@H](N(C2)C(=O)OC(C)(C)C)CO)C1 tert-butyl (2R,4R)-4-(5-(benzyloxy)-2-methylbenzofuran-3-carboxamido)-2-(hydroxy-methyl)pyrrolidine-1-carboxylate